C(C)(C)[C@@H]1COC2=C(C=N1)C=1CCOC1C(=C2)OCCCOC (R)-3-isopropyl-7-(3-methoxypropyloxy)-3,4,9,10-tetrahydrobenzofuro[4,5-f][1,4]oxazepine